C[Si](C(C)(C)C)(C)O[Si](C(C)(C)C)(C)C bis(dimethyl tert-butylsilyl) ether